(+/-)-trans-methyl 3-((2-(5-fluoro-1-tosyl-1H-pyrrolo[2,3-b]pyridine-3-yl)-6-phenoxypyrimidin-4-yl)amino)bicyclo[2.2.2]octane-2-carboxylate FC=1C=C2C(=NC1)N(C=C2C2=NC(=CC(=N2)NC2C(C1CCC2CC1)C(=O)OC)OC1=CC=CC=C1)S(=O)(=O)C1=CC=C(C)C=C1